N-(1-methylpiperidin-4-yl)-4-((3-(1H-benzo[d]imidazol-2-yl)-1H-pyrazol-5-yl)amino)benzenesulfonamide CN1CCC(CC1)NS(=O)(=O)C1=CC=C(C=C1)NC1=CC(=NN1)C1=NC2=C(N1)C=CC=C2